2'-bromo-6'-ethynyl-4'-methoxy-2,3,4,5-tetrahydro-1,1'-biphenyl BrC1=C(C(=CC(=C1)OC)C#C)C=1CCCCC1